NC1=NC(=C(C(=N1)C1=C(C(=CC=C1)C)C#N)I)Cl 3-(2-amino-6-chloro-5-iodopyrimidin-4-yl)-2-tolunitrile